N-(thien-3-yl)cyclopropane-1,1-dicarboxamide S1C=C(C=C1)NC(=O)C1(CC1)C(=O)N